4-((7-bromo-1,5-naphthyridin-4-yl)oxy)aniline BrC1=CN=C2C(=CC=NC2=C1)OC1=CC=C(N)C=C1